ClC=1C=C(C=CC1OC)N1C(=NC2=C1C=C(C=C2)C2=CC=CC=C2)C#C[Si](C(C)C)(C(C)C)C(C)C 1-(3-chloro-4-methoxyphenyl)-6-phenyl-2-((triisopropylsilyl)ethynyl)-1H-benzo[d]imidazole